(2,6-di-tert-butyl-4-methylphenyl)cyclohexyl-pentaerythritol diphosphite OP(O)OP(O)O.C(C)(C)(C)C1=C(C(=CC(=C1)C)C(C)(C)C)C(O)(C(CO)(CO)CO)C1CCCCC1